BrC1=NC=CC=C1ON1N=NC(=C1)C(=O)O ((2-bromopyridin-3-yl)oxy)-1H-1,2,3-triazole-4-carboxylic acid